N-(1-(3,4-dichlorophenyl)-2-(dimethylamino)ethyl)-4-isopropoxybenzenesulfonamide ClC=1C=C(C=CC1Cl)C(CN(C)C)NS(=O)(=O)C1=CC=C(C=C1)OC(C)C